(4S,5R)-1-(1-(4-fluorophenyl)-1H-indazol-5-yl)-3,3-dimethyl-5-phenyl-4-(pyrimidin-2-ylamino)pyrrolidin-2-one FC1=CC=C(C=C1)N1N=CC2=CC(=CC=C12)N1C(C([C@@H]([C@H]1C1=CC=CC=C1)NC1=NC=CC=N1)(C)C)=O